NC1=C(C=CC(=C1)Br)C(CCl)=O 1-(2-amino-4-bromo-phenyl)-2-chloro-ethanone